7-fluoro-2-(3-((2R,4R)-4-methyl-1-(6-oxo-5-(trifluoromethyl)-1,6-dihydropyridazin-4-yl)pyrrolidin-2-yl)propyl)-6-(5-(trifluoromethyl)pyrimidin-2-yl)isoquinolin-1(2H)-one FC1=C(C=C2C=CN(C(C2=C1)=O)CCC[C@H]1N(C[C@@H](C1)C)C=1C=NNC(C1C(F)(F)F)=O)C1=NC=C(C=N1)C(F)(F)F